2-(7-chloroimidazo[1,5-a]pyridin-1-yl)-N-(1-(1-((6-cyclopropylimidazo[1,2-a]pyridin-2-yl)methyl)-1H-1,2,3-triazol-4-yl)ethyl)acetamide ClC1=CC=2N(C=C1)C=NC2CC(=O)NC(C)C=2N=NN(C2)CC=2N=C1N(C=C(C=C1)C1CC1)C2